methyl 3-(3-(2,5-difluoro-4-methyl-3-(7-(piperazin-1-yl)imidazo[1,2-a]pyridine-3-carboxamido)phenyl)-1,2,4-oxadiazol-5-yl)azetidine-1-carboxylate FC1=C(C=C(C(=C1NC(=O)C1=CN=C2N1C=CC(=C2)N2CCNCC2)C)F)C2=NOC(=N2)C2CN(C2)C(=O)OC